trityl-amine C(C1=CC=CC=C1)(C1=CC=CC=C1)(C1=CC=CC=C1)N